5-((7-chloro-1H-indol-3-yl)methyl)-3-methylimidazole-2,4-dione ClC=1C=CC=C2C(=CNC12)CC=1C(N(C(N1)=O)C)=O